CC1=CC=C(C=C1)S(=O)(=O)N (4-methylphenyl)sulfonamide